O1CNCCC=C1 2,3,4,5-Tetrahydro-1,3-oxazepin